C(C1=CC=CC=C1)OCC1CCC(CC1)C=1NC2=C(N1)C=C(C(=C2)NC(=O)C2=NC(=CC=C2)C(F)(F)F)OC N-[2-[4-(benzyloxymethyl)cyclohexyl]-6-methoxy-3H-benzimidazol-5-yl]-6-(trifluoromethyl)pyridine-2-carboxamide